6-(2,5-dioxopyrrol-1-yl)-N-[(S)-1-[[(1S)-2-[4-(iodomethyl)anilino]-1-methyl-2-oxo-ethyl]carbamoyl]-2-methyl-propyl]hexanamide O=C1N(C(C=C1)=O)CCCCCC(=O)N[C@@H](C(C)C)C(N[C@H](C(=O)NC1=CC=C(C=C1)CI)C)=O